CC=1C=C(N=NC1N1CC=2C=C(C=NC2CC1)CC(F)(F)F)C(=O)NCC1=CC=NC=C1 5-methyl-N-(pyridin-4-ylmethyl)-6-(3-(2,2,2-trifluoroethyl)-7,8-dihydro-1,6-naphthyridin-6(5H)-yl)pyridazine-3-carboxamide